C(C)(=O)C1=CC=C(C=C1)N1C(N2N(CC=C3C2C=2C=CC(=CC2OC3(C)C)O)C1=O)=O 2-(4-acetylphenyl)-10-hydroxy-7,7-dimethyl-5,12b-dihydro-1H,7H-chromeno[4,3-c][1,2,4]triazolo[1,2-a]pyridazin-1,3(2H)-dione